[Cl-].C1(CCCC1)CN1C=NC(=C1)[NH3+] Cyclopentylmethyl-1H-imidazol-4-aminium chloride